BrC1=CC(=C(C2=C1CCO2)Cl)C(O)C2=CC=C(C=C2)C2CC2 (4-bromo-7-chloro-2,3-dihydrobenzofuran-6-yl)(4-cyclopropylphenyl)methanol